CC1=C(NC(=C1)C)C=O 3,5-dimethyl-2-pyrrole-formaldehyde